C1(=CC=C2C=CC=CC=C12)S(=O)(=O)[O-].[Na+] sodium azulensulfonate